N,2,3-trimethyl-2-(1-methylethyl)butanamide CNC(C(C(C)C)(C(C)C)C)=O